CC1=C(N=C(O1)C1=CC=CC=C1)CC(O)([2H])[2H] 2-(5-methyl-2-phenyloxazol-4-yl)ethan-1,1-d2-1-ol